1,3-benzoxazine-2(4H)-one O1C(NCC2=C1C=CC=C2)=O